OC1=C(C(N(C=C1)C)=O)NC(N[C@@H](CC(=O)O)C1=CC(=CC=C1)C=1SC=CN1)=O (S)-3-(3-(4-hydroxy-1-methyl-2-oxo-1,2-dihydropyridin-3-yl)ureido)-3-(3-(thiazol-2-yl)phenyl)propanoic acid